C1(CC1)C(NS(=O)(=O)CC)C=1C=NC=C(C1)C=1C=C2C=CNC2=CC1 N-(cyclopropyl(5-(1H-indol-5-yl)pyridin-3-yl)methyl)ethanesulfonamide